C(C1=CC=CC=C1)N([C@H]1[C@H](CCC1)OCC(F)F)CC1=CC=CC=C1 (1R,2S)-N,N-dibenzyl-2-(2,2-difluoroethoxy)cyclopentan-1-amine